4-Methoxyphenyl 3-deoxy-3-[4-(3,4,5-trifluorophenyl)-1H-1,2,3-triazol-1-yl]-1-thio-α-D-galactopyranoside FC=1C=C(C=C(C1F)F)C=1N=NN(C1)[C@@H]1[C@H]([C@@H](SC2=CC=C(C=C2)OC)O[C@@H]([C@@H]1O)CO)O